C[N+](C)(C)C.C1(=CC=CC=C1)O phenol tetramethyl-ammonium salt